N[C@@H](C(F)(F)F)C1CN(CCC1)C(=O)OCC1=CC=CC=C1 benzyl 3-((R)-1-amino-2,2,2-trifluoroethyl)piperidine-1-carboxylate